diethyl {1,1-difluoro-2-[(2R,3R,4S,5S,6S)-3,4,5-tris(benzyloxy)-6-methoxyoxan-2-yl]ethyl}phosphonate FC(C[C@H]1O[C@@H]([C@H]([C@H]([C@@H]1OCC1=CC=CC=C1)OCC1=CC=CC=C1)OCC1=CC=CC=C1)OC)(F)P(OCC)(OCC)=O